C1(CC1)[C@H]1C[C@H](N(CC1)CC1=C2C=CN(C2=C(C=C1CC[Si](C)(C)C)C)C(=O)OC(C)(C)C)C1=CC=C(C=C1)C(=O)OC tert-butyl 4-(((2S,4R)-4-cyclopropyl-2-(4-(methoxycarbonyl)phenyl)piperidin-1-yl)methyl)-7-methyl-5-((trimethylsilyl)ethyl)-1H-indole-1-carboxylate